(2-methoxy-4-(5-methylpyrimidin-2-yl)phenyl)carbazone COC1=C(C=CC(=C1)C1=NC=C(C=N1)C)NNC(=O)N=N